FC1=C(C=CC(=N1)C(=O)NC)N1CCN(CC1)CC=1C=C2NC(C(=NC2=C(C1)C1=CC=C(C=C1)F)C)=O 6-fluoro-5-(4-((8-(4-fluorophenyl)-2-methyl-3-oxo-3,4-dihydroquinoxalin-6-yl)methyl)piperazin-1-yl)-N-methylpyridineamide